VINYL-(DIPHENYLPHOSPHINOETHYL)DIMETHYLSILANE C(=C)[Si](C)(C)CCP(C1=CC=CC=C1)C1=CC=CC=C1